(3S)-3-{[8-fluoro-2-(3-methoxyphenyl)[1,2,4]triazolo[1,5-c]quinazolin-5-yl]amino}azepan-2-one FC=1C=CC=2C=3N(C(=NC2C1)N[C@@H]1C(NCCCC1)=O)N=C(N3)C3=CC(=CC=C3)OC